COC1=CC=C(C=C1)C(C1=CC=CC=C1)(C1=CC=CC=C1)NC=1NC(C=2NC=NC2N1)=O 2-[[(4-methoxyphenyl)diphenylmethyl]amino]-1H-purin-6-one